2-(5,5-dimethyl-6-oxo-7-((2-(trimethylsilyl)ethoxy)methyl)-6,7-dihydro-5H-pyrrolo[2,3-d]pyrimidin-4-yl)-4,6-dihydropyrrolo[3,4-c]pyrazole-5(2H)-carboxylic acid tert-butyl ester C(C)(C)(C)OC(=O)N1CC2=NN(C=C2C1)C=1C2=C(N=CN1)N(C(C2(C)C)=O)COCC[Si](C)(C)C